1-(4-(2,6-bis(benzyloxy)pyridin-3-yl)-2-fluorophenyl)piperidine-4-carboxylic acid ethyl ester C(C)OC(=O)C1CCN(CC1)C1=C(C=C(C=C1)C=1C(=NC(=CC1)OCC1=CC=CC=C1)OCC1=CC=CC=C1)F